(S)-N-(1-(5-(benzylsulfanyl)pyridin-2-ylamino)-1-oxo-3-phenylpropan-2-yl)-4-fluorobenzamide C(C1=CC=CC=C1)SC=1C=CC(=NC1)NC([C@H](CC1=CC=CC=C1)NC(C1=CC=C(C=C1)F)=O)=O